SCSC(CC1SCCCS1)SCS 2-(2,2-bis(mercaptomethylthio)ethyl)-1,3-dithian